O[C@@H]1[C@H](O[C@H]([C@@H]([C@H]1O)O)OCCC1CC2CN3C1C(C=1NC4=CC=CC=C4C1C=C3)(C2)C(=O)OC)C(=O)O (2S,3S,4S,5R,6R)-3,4,5-trihydroxy-6-(2-(6-(methoxycarbonyl)-6,6a,7,8,9,10-hexahydro-5H-6,9-methanopyrido[1',2':1,2]azepino[4,5-b]indol-7-yl)ethoxy)tetrahydro-2H-pyran-2-carboxylic acid